8-(dimethylphosphoryl)-1-methyl-2-oxo-4-{4-[4-(trifluoromethoxy)phenoxy]piperidin-1-yl}-1,2-dihydroquinoline-3-carbonitrile CP(=O)(C)C=1C=CC=C2C(=C(C(N(C12)C)=O)C#N)N1CCC(CC1)OC1=CC=C(C=C1)OC(F)(F)F